n-Pentatriacontane CCCCCCCCCCCCCCCCCCCCCCCCCCCCCCCCCCC